Ethyl (Z)-3-((3-butyl-2-(4-methoxybenzyl)-7-(methylthio)-1,1-dioxido-5-phenyl-2,3,4,5-tetrahydro-1,2,5-benzothiadiazepin-8-yl)oxy)-2-fluoroacrylate C(CCC)C1N(S(C2=C(N(C1)C1=CC=CC=C1)C=C(C(=C2)O\C=C(\C(=O)OCC)/F)SC)(=O)=O)CC2=CC=C(C=C2)OC